C(#N)CC=1C=C2C=C(NC2=CC1OCC=1N=CSC1)CNC(=O)C1(CC1)C N-({5-(cyanomethyl)-6-[(1,3-thiazol-4-yl)methoxy]-2-indolyl}methyl)1-methylcyclopropanecarboxamide